FC(C)(F)P(=O)(OC1=C(C(=CC(=C1)CCCCC)O)C1=CC(=CC=C1)C)N[C@@H](C)C(=O)OC methyl ((1,1-difluoroethyl) ((6-hydroxy-3'-methyl-4-pentyl-[1,1'-biphenyl]-2-yl)oxy)phosphoryl)-L-alaninate